6-{(1S,3S)-3-[3-(5-Chloro-2-methoxyphenyl)-1,2,4-oxadiazol-5-yl]-2,2-dimethylcyclopropyl}pyridine-3-sulfonamide ClC=1C=CC(=C(C1)C1=NOC(=N1)[C@@H]1C([C@H]1C1=CC=C(C=N1)S(=O)(=O)N)(C)C)OC